FC(C1=CC=C(C(=O)ON=C2CC(C2)OCC2=CC=CC=C2)C=C1)(F)F 3-(benzyloxy)cyclobutan-1-one O-(4-(trifluoromethyl)benzoyl) oxime